C1(CC1)OC1=NC=CC=C1 2-cyclopropoxypyridine